1,2,3-tris(isocyanatomethylthio)propane N(=C=O)CSCC(CSCN=C=O)SCN=C=O